1-N-octylpyridine C(CCCCCCC)N1CC=CC=C1